1,4-dimethyl-6-(4-nitrophenyl)piperazin-2-one CN1C(CN(CC1C1=CC=C(C=C1)[N+](=O)[O-])C)=O